2-(4-Fluorophenyl)-N-{2-methyl-4-[(4-methyl-2-phenylpyrimidin-5-ylmethyl)-amino]-phenyl}-acetamide FC1=CC=C(C=C1)CC(=O)NC1=C(C=C(C=C1)NCC=1C(=NC(=NC1)C1=CC=CC=C1)C)C